OC1=C(C=CC=C1)C(C)(C)C1=CC=C(C=C1)C(CC1=C(C=CC=C1)O)C1=C(C=CC=C1)O 2,2'-[1-{4-[1-(2-Hydroxyphenyl)-1-methylethyl]phenyl}ethylene]bisphenol